BrC=1N(C2=CC(=CC(=C2C1)C1CC1)C(=O)N1[C@@H](C2=CC=CC=C2CC1)C)C (R)-(2-bromo-4-cyclopropyl-1-methyl-1H-indol-6-yl)(1-methyl-3,4-dihydroisoquinolin-2(1H)-yl)methanone